C(C)(C)[C@@H]1CC=C(CC1)CCC=O (S)-3-(4-isopropylcyclohex-1-en-1-yl)propanal